N-(2,4-dichloro-5-(3-(methyl(prop-2-yn-1-yl)amino)propoxy)phenyl)methanesulfonamide ClC1=C(C=C(C(=C1)Cl)OCCCN(CC#C)C)NS(=O)(=O)C